1-(4-(2-(3-isocyano-4-isopropoxyphenyl)-1,3-selenazol-5-yl)benzyl)azetidine-3-carboxylic acid sodium salt [Na+].[N+](#[C-])C=1C=C(C=CC1OC(C)C)C=1[Se]C(=CN1)C1=CC=C(CN2CC(C2)C(=O)[O-])C=C1